CS(=O)(=O)O[C@@H]1CN(CC1)C(=O)OCC=C Allyl (S)-3-((methylsulfonyl)oxy)pyrrolidine-1-carboxylate